BrC=1C=CC=2N(C1)C(=CN2)CCl 6-bromo-3-(chloromethyl)imidazo[1,2-a]pyridine